1,3,5-tri-(4-formylphenyl)triazine C(=O)C1=CC=C(C=C1)N1NN(CC(=C1)C1=CC=C(C=C1)C=O)C1=CC=C(C=C1)C=O